CC1=C(C=CC(=N1)C(=O)O)C1=CC=C(C=C1)NC([C@@H]1N(CCC1)C(NC1=CC=C(C=C1)C(C)C)=O)=O 6-methyl-5-{4-[(1-{[4-(propan-2-yl)phenyl]carbamoyl}-D-prolyl)amino]phenyl}pyridine-2-carboxylic acid